C1(=CC=C(C=C1)NC=1C=C2C=CC(=CC2=CC1)S(=O)(=O)O)C 6-p-Toluidino-2-naphthalenesulfonic acid